CN1SC2=C(C1)C=CC=C2 N-methyl-benzisothiazole